ClC1=C(C=CC=C1F)C=1C(N(C(N(C1)CC(=O)[O-])C=O)CCCSC)C=O [5-(2-chloro-3-fluoro-phenyl)-3-(3-methylsulfanyl-propyl)-2,4-dioxo Methyl-3,4-dihydro-2H-pyrimidin-1-yl]-acetate